NC1=NC=C(C2=C1C(=C(N2C)C2=C(C=C(C=C2)NC(=O)C(=C)F)C)C2=CC(=C(C(=O)NCC(F)(F)F)C=C2)OC([2H])([2H])[2H])C#CCN(C)C 4-{4-amino-7-[3-(dimethylamino)prop-1-ynyl]-2-{4-[(2-fluoroacrylamino)]-2-methylphenyl}-1-methylpyrrolo[3,2-c]pyridin-3-yl}-2-[(trideuteriomethyl)oxy]-N-(2,2,2-trifluoroethyl)benzamide